[2-[[(2R)-2-[[(2R)-2-amino-3-phenyl-propionyl]amino]-4-cyclopropyl-butyryl]amino]hexanoyl]piperidine-4-carboxylic acid Tritrifluoroacetate FC(C(=O)O)(F)F.FC(C(=O)O)(F)F.FC(C(=O)O)(F)F.N[C@@H](C(=O)N[C@@H](C(=O)NC(C(=O)N1CCC(CC1)C(=O)O)CCCC)CCC1CC1)CC1=CC=CC=C1